t-butyl (R)-2-hydroxypentanoate O[C@@H](C(=O)OC(C)(C)C)CCC